3-bromo-2-(trifluoromethyl)pyridine-5-thiol BrC=1C(=NC=C(C1)S)C(F)(F)F